C[C@@]12CCN([C@@H]1N(C3=C2C=C(C=C3)O)C)C The molecule is a pyrroloindole that is 1,2,3,3a,8,8a-hexahydropyrrolo[2,3-b]indole substituted by methyl groups at positions 1, 3a and 8 and a hydroxy group at position 5. It is a metabolite of physostigmine and causes neuronal cell death by a mechanism involving loss of cell ATP. It has a role as an opioid analgesic and a human xenobiotic metabolite. It is a member of phenols and a pyrroloindole.